((E)-3,7-dimethylocta-2,6-dien-1-yl)oxy-2-(hydroxymethyl)tetrahydro-2H-pyran-3,4-diol C\C(=C/COC1(OCCC(C1O)O)CO)\CCC=C(C)C